C(C)(C)(C)OC(=O)N1CC(C1)(C(=O)C=1C=NC=C(C1)N1CCCC1)C 3-methyl-3-(5-pyrrolidin-1-yl-pyridine-3-carbonyl)-azetidine-1-carboxylic acid tert-butyl ester